Thallium Bromochloride BrCl.[Tl]